N-[4-(3-Cyanophenyl)-5-(2,6-dimethyl-4-pyridyl)thiazol-2-yl]-1,3-dioxo-5,6,8,8a-tetrahydroimidazo[1,5-a]pyrazine-7-carboxamide C(#N)C=1C=C(C=CC1)C=1N=C(SC1C1=CC(=NC(=C1)C)C)NC(=O)N1CC2N(CC1)C(NC2=O)=O